ClC1=CC=C(C=C1)C(CCCN(C)C)NC(=O)C1(CCN(CC1)C=1C2=C(N=CN1)NC=C2)NC(OC(C)(C)C)=O tert-Butyl 4-(1-(4-chlorophenyl)-4-(dimethylamino)butylcarbamoyl)-1-(7H-pyrrolo[2,3-d]pyrimidin-4-yl)piperidin-4-ylcarbamate